2-(2-cyclopropyl-3-(methoxymethyl)phenyl)-2-(3-(5-(5,6,7,8-tetrahydro-1,8-naphthyridin-2-yl)pentyloxy)azetidin-1-yl)acetic acid C1(CC1)C1=C(C=CC=C1COC)C(C(=O)O)N1CC(C1)OCCCCCC1=NC=2NCCCC2C=C1